5-[3-fluoro-2-methoxy-4-(trifluoromethoxy)phenoxy]-3-methyl-2-(trifluoromethyl)pyridine-4-carboxylic acid FC=1C(=C(OC=2C(=C(C(=NC2)C(F)(F)F)C)C(=O)O)C=CC1OC(F)(F)F)OC